1-(4-fluorophenyl)-8-(4-methoxyphenyl)-2-methyl-1H-imidazo[4,5-c]quinoline FC1=CC=C(C=C1)N1C(=NC=2C=NC=3C=CC(=CC3C21)C2=CC=C(C=C2)OC)C